ClC1=C(C=C(C(=C1)F)[N+](=O)[O-])NC1=NC=CC(=N1)C1=CN(C2=CC=CC=C12)C1CC1 N-(2-chloro-4-fluoro-5-nitrophenyl)-4-(1-cyclopropyl-1H-indol-3-yl)pyrimidin-2-amine